cyclopropoxy-5-fluorobenzamide C1(CC1)OC1=C(C(=O)N)C=C(C=C1)F